N-(2-((R)-4-Cyanothiazolidin-3-yl)-2-oxoethyl)-6-((2S,3R)-3-methoxy-2-methyl-azetidin-1-yl)quinoline-4-carboxamide C(#N)[C@H]1N(CSC1)C(CNC(=O)C1=CC=NC2=CC=C(C=C12)N1[C@H]([C@@H](C1)OC)C)=O